C12CN(C(CC1)C2)C2=CC=C(C(=N2)NC=2N(N=CC2)C)C#N 6-(3-azabicyclo[2.2.1]hept-3-yl)-2-[(2-methylpyrazol-3-yl)amino]pyridine-3-carbonitrile